N-(3-(5-chloro-2-methoxyphenyl)-1-(4-hydroxypyrrolidin-3-yl)-1H-pyrazol-4-yl)pyrazolo[1,5-a]pyrimidine-3-carboxamide ClC=1C=CC(=C(C1)C1=NN(C=C1NC(=O)C=1C=NN2C1N=CC=C2)C2CNCC2O)OC